C(CC)(=S)O.C(CC)(=S)O.C(CC)(=S)O.C(O)C(CC)(CO)CO trimethylolpropane tristhiopropionate